FC(C1=NN=C(O1)C=1C=CC(=NC1)CN1C(OC2=C1C=C(C(=C2)C2CCN(CC2)C2COC2)F)=O)F 3-((5-(5-(difluoromethyl)-1,3,4-oxadiazole-2-yl)pyridine-2-yl)methyl)-5-fluoro-6-(1-(oxetan-3-yl)piperidine-4-yl)benzo[d]oxazole-2(3H)-one